3-oxo-3-(4-(p-tolyloxy)phenyl)propanamide O=C(CC(=O)N)C1=CC=C(C=C1)OC1=CC=C(C=C1)C